1-(4-(6-chloro-8-fluoro-7-(2-(trifluoro-methyl)phenyl)quinazolin-4-yl)piperazin-1-yl)prop-2-en-1-one ClC=1C=C2C(=NC=NC2=C(C1C1=C(C=CC=C1)C(F)(F)F)F)N1CCN(CC1)C(C=C)=O